(7R,11S)-7,15,17-trihydroxy-11-methyl-12-oxabicyclo[12.4.0]octadeca-1(18),14,16-triene-13-one O[C@@H]1CCCCCC2=CC(=CC(=C2C(O[C@H](CCC1)C)=O)O)O